tert-butyl 4-[2-[4-(4-hydroxy-1-piperidyl)anilino]-8-methyl-7-oxo-pyrido[2,3-d]pyrimidin-6-yl]-8-methyl-2,3-dihydroquinoxaline-1-carboxylate OC1CCN(CC1)C1=CC=C(NC=2N=CC3=C(N2)N(C(C(=C3)N3CCN(C2=C(C=CC=C32)C)C(=O)OC(C)(C)C)=O)C)C=C1